(3E)-8,8-dipropoxy-3-octen-1-ol C(CC)OC(CCC/C=C/CCO)OCCC